N,N-diaminopropyl-allylamine NN(N)CC=CCCC